[Si](C)(C)(C(C)(C)C)OC=1C(=C2CC[C@@](OC2=C(C1C)C)(C)CC/C=C(/CC/C=C(/CCC=O)\C)\C)C (4E,8E)-11-((R)-6-((tert-butyldimethylsilyl)oxy)-2,5,7,8-tetramethylchroman-2-yl)-4,8-dimethylundecane-4,8-dienal